C(#N)CC1(CCC(CC1)NC1=CC=C(C=C1)C1=CCCC1)N1N=C(C(=C1)C(=O)N)NC(=O)C1CC1 1-[1-(cyanomethyl)-4-[4-(cyclopenten-1-yl)anilino]cyclohexyl]-3-(cyclopropanecarbonylamino)pyrazole-4-carboxamide